C(#N)C1=CC=CC(=N1)NC1=C(C(=NN1)C1=CC=C(C=C1)NS(=O)(=O)C(F)F)C(=O)N 5-((6-cyanopyridin-2-yl)amino)-3-(4-((difluoromethyl)sulfonamido)phenyl)-1H-pyrazole-4-carboxamide